9-ethyltetracyclo[6.2.1.13,6.02,7]dodec-4-ene C(C)C1C2C3C4C=CC(C3C(C1)C2)C4